(2S,3S,4R)-1-O-(α-D-galactopyranosyl)-2-(N-hexacosanoylamino)-1,3,4-octadecanetriol [C@H]1([C@H](O)[C@@H](O)[C@@H](O)[C@H](O1)CO)OC[C@@H]([C@@H]([C@@H](CCCCCCCCCCCCCC)O)O)NC(CCCCCCCCCCCCCCCCCCCCCCCCC)=O